5-(4-chlorophenyl)pent-4-enal ClC1=CC=C(C=C1)C=CCCC=O